5-chloro-N-(5-chloro-6-(2H-1,2,3-triazol-2-yl)pyridin-3-yl)-2,4'-difluoro-2'-(prop-2-yn-1-yloxy)-(1,1'-biphenyl)-4-carboxamide ClC=1C(=CC(=C(C1)C1=C(C=C(C=C1)F)OCC#C)F)C(=O)NC=1C=NC(=C(C1)Cl)N1N=CC=N1